C1([C@H](O)[C@@H](O)[C@@H](O)[C@H](O1)CO)O[C@H]1[C@@H](O)OC[C@H]([C@@H]1O)O D-galactopyranosyl-(1-2)-α-D-xylose